(2R)-2-{4-[(2S)-2-amino-2-(4-methylcyclohexyl)acetamido]-5-fluoro-2-oxopyridin-1-yl}-N-methyl-N-(2,2,2-trifluoroethyl)propanamide N[C@H](C(=O)NC1=CC(N(C=C1F)[C@@H](C(=O)N(CC(F)(F)F)C)C)=O)C1CCC(CC1)C